NC1=C(C=C(N=N1)C1=C(C=CC=C1)O)C=1N=CN(C1)C 2-(6-amino-5-(1-methyl-1H-imidazol-4-yl)pyridazin-3-yl)phenol